N1CC(CCC1)C=1N=NN(C1)[C@H]1CCC2=CC(=CC=C12)N1C(=NC=2C1=NC(=CC2)N2N=CC=C2)C=2C(=NC=CC2)N 3-(3-((1S)-1-(4-(piperidin-3-yl)-1H-1,2,3-triazol-1-yl)-2,3-dihydro-1H-inden-5-yl)-5-(1H-pyrazol-1-yl)-3H-imidazo[4,5-b]pyridin-2-yl)pyridin-2-amine